8-fluoro-2,2-dimethylchroman-6-ol FC=1C=C(C=C2CCC(OC12)(C)C)O